C12CNCC(CC1)N2C=2SC=1CN(CCC1N2)C(=O)C2=C(C=C(C=C2)F)F (2-(3,8-diazabicyclo[3.2.1]octan-8-yl)-6,7-dihydrothiazolo[5,4-c]pyridin-5(4H)-yl)(2,4-difluorophenyl)methanone